aminocyclohexan-1-ol NC1(CCCCC1)O